FC=1C=CC(=C(C1)[C@@H](NC(=O)C=1C=C(C=CC1)C1=CC=C(C=C1)N1CCC(CC1)N1CCN(CC1)C)C=1NC2=CC=CC=C2C1)O (R)-N-((5-fluoro-2-hydroxyphenyl)(1H-indole-2-yl)methyl)-4'-(4-(4-methylpiperazine-1-yl)piperidine-1-yl)-[1,1'-biphenyl]-3-carboxamide